N-(naphthalene-2-yl)-9-phenyl-9H-carbazole-3-amine C1=C(C=CC2=CC=CC=C12)NC=1C=CC=2N(C3=CC=CC=C3C2C1)C1=CC=CC=C1